[1-(2-fluoro-5-propyl-phenyl)-2-(5-methyl-1,3,4-oxadiazol-2-yl) ethyl] carbamate C(N)(OC(CC=1OC(=NN1)C)C1=C(C=CC(=C1)CCC)F)=O